4-(spiro[4.5]decan-8-ylthio)-1H-1,2,3-triazole-5-carboxylic acid 2,2,2-trifluoroacetate FC(C(=O)O)(F)F.C1CCCC12CCC(CC2)SC=2N=NNC2C(=O)O